S1C=NC2=C1C(=CC=C2)[C@@H](C=2N=NN(C2)C2(CC2)C(F)(F)F)NC=2C=C1C(=C(C=NC1=C(C2)S(=O)(=O)C)C#N)NCC(C)(C)C (S)-6-((benzo[d]thiazol-7-yl(1-(1-(trifluoromethyl)cyclopropyl)-1H-1,2,3-triazol-4-yl)methyl)amino)-8-(methylsulfonyl)-4-(neopentylamino)quinoline-3-carbonitrile